BrC=1C=C(C(=NC1)C1=NC=C(C(N1)=O)[N+](=O)[O-])SCC 2-(5-bromo-3-(ethylsulfanyl)pyridin-2-yl)-5-nitropyrimidin-4(3H)-one